ClC1=NC(=C2C(=N1)N(N=C2)[C@H]2[C@@H]([C@@H]([C@H](O2)CO[C@](COCC)(CO)P(O)(O)=O)O)O)NC2CCCC2 |&1:17| rac-(2-(((2R,3S,4R,5R)-5-(6-chloro-4-(cyclopentylamino)-1H-pyrazolo[3,4-d]pyrimidin-1-yl)-3,4-dihydroxytetrahydro-furan-2-yl)methoxy)-1-ethoxy-3-hydroxypropan-2-yl)phosphonic acid